BrC=1C(=NC=CC1)N(CC1=CC=C(C=C1)OC)CC1=CC=C(C=C1)OC 3-Bromo-N,N-bis(4-methoxybenzyl)pyridin-2-amine